3-phenyl-3-(4-(trifluoromethyl)phenyl)-3,4-dihydrobenzo[f]quinoline C1(=CC=CC=C1)C1(NC=2C=CC3=C(C2C=C1)C=CC=C3)C3=CC=C(C=C3)C(F)(F)F